(2R,4R)-1-(tert-butoxycarbonyl)-4-phenoxypyrrolidine-2-carboxylic acid C(C)(C)(C)OC(=O)N1[C@H](C[C@H](C1)OC1=CC=CC=C1)C(=O)O